6-(3-(1,1-difluoroethyl)-4-fluorophenyl)-1H-pyrazolo[4,3-b]pyridine FC(C)(F)C=1C=C(C=CC1F)C=1C=C2C(=NC1)C=NN2